C(C1=CC=CC=C1)NCCC1=CC=CC=C1 N-Benzyl-2-phenylethanamine